1-(cyclopropyl)-1H-pyrazole-4-carboxamide C1(CC1)N1N=CC(=C1)C(=O)N